ClC1=C(C=2N=C(N=C(C2C=N1)N1CC2CCC(C1)N2C(=O)OC(C)(C)C)OCC2(CC2)CN2CCC1(CC(C1)CO)CC2)F tert-butyl 3-(7-chloro-8-fluoro-2-((1-((2-(hydroxymethyl)-7-azaspiro[3.5]nonan-7-yl)methyl)cyclopropyl)methoxy)pyrido[4,3-d]pyrimidin-4-yl)-3,8-diazabicyclo[3.2.1]octane-8-carboxylate